OCCCC1CNC2=CC=CC=C12 3-(3-hydroxypropyl)indoline